C(N1N=CC2=CC=C(C=C12)CN1CCC2(CC1)COC1=C3CN(C(C3=CC=C12)=O)[C@@H]1C(NC(CC1)=O)=O)([2H])([2H])[2H] (S)-3-(1'-((1-(methyl-d3)-1H-indazol-6-yl)methyl)-6-oxo-6,8-dihydro-2H,7H-spiro[furo[2,3-e]isoindole-3,4'-piperidin]-7-yl)piperidine-2,6-dione